propane-1,3-diyl-dicarbamic acid tert-butyl ester C(C)(C)(C)OC(NCCCNC(O)=O)=O